C(C)OC(=O)C1=C(C=CC=2N1C=CN2)OCC2=CC=CC=C2.C(C2=CC=CC=C2)OC=2C=CC=1N(C2C(=O)O)C=CN1 6-(benzyloxy)imidazo[1,2-a]pyridine-5-carboxylic acid Ethyl-6-(benzyloxy)imidazo[1,2-a]pyridine-5-carboxylate